4-[3-[2,6-Dichloro-4-[3-(2-methoxyethoxy)azetidin-1-yl]benzoyl]-2,4-dihydro-1,3-benzoxazin-8-yl]-5-fluoro-2-(3-oxa-8-azabicyclo[3.2.1]octan-8-yl)benzoic acid ClC1=C(C(=O)N2COC3=C(C2)C=CC=C3C3=CC(=C(C(=O)O)C=C3F)N3C2COCC3CC2)C(=CC(=C1)N1CC(C1)OCCOC)Cl